methyl (S)-3-(6-bromo-4-((3-(trifluoromethyl) phenyl) sulfonyl)-3,4-dihydro-2H-benzo[b][1,4]oxazin-2-yl)-2,2-dimethylpropionate BrC1=CC2=C(O[C@H](CN2S(=O)(=O)C2=CC(=CC=C2)C(F)(F)F)CC(C(=O)OC)(C)C)C=C1